CN(C)CC1=C(C(=C2N(C1=O)C(CS2(=O)=O)C(=O)O)C2=CC(=CC=C2)C(F)(F)F)CC2=CC=CC1=CC=CC=C21 6-((dimethylamino)methyl)-7-(naphthalen-1-ylmethyl)-5-oxo-8-(3-(trifluoromethyl)phenyl)-2,3-dihydro-5H-thiazolo[3,2-a]pyridine-3-carboxylic acid 1,1-dioxide